Cl.FC(C1=CC=C(C=C1)C#CC1CCNCC1)(F)F 4-((4-(trifluoromethyl)phenyl)ethynyl)piperidine hydrogen chloride